1,1'-carbonylbis(4-tert-butyloxycarbonylpiperazine) C(=O)(N1CCN(CC1)C(=O)OC(C)(C)C)N1CCN(CC1)C(=O)OC(C)(C)C